tert-butyl (1S,5R)-3,8-diazabicyclo[3.2.1]octane-3-carboxylate [C@@H]12CN(C[C@@H](CC1)N2)C(=O)OC(C)(C)C